NC1=NC=NN2C1=C(C=C2[C@@H]2CC[C@@H](CC2)N2CCN(CC2)C)C2=CC=C(C=C2)NC(=O)NC2=COC(=C2)C(C)(C)C 1-(4-(4-amino-7-((cis)-4-(4-methylpiperazin-1-yl)cyclohexyl)pyrrolo[2,1-f][1,2,4]triazin-5-yl)phenyl)-3-(5-(tert-butyl)furan-3-yl)urea